dimethyl-silyl-tert-butyl-aminoindenyl-titanium dichloride [Cl-].[Cl-].CC1=C(C(C2=CC=CC=C12)[Ti](N)(C(C)(C)C)[SiH3])C